N[C@H](C=1OC2=C(N1)C=C(C=C2)[C@@H](COC)C=2C(NC=C(C2)F)=O)C2CCC(CC2)F 3-((R)-1-(2-((S)-Amino((1r,4S)-4-fluorocyclohexyl)methyl)benzo[d]oxazol-5-yl)-2-methoxyethyl)-5-fluoropyridin-2(1H)-one